Ethyl 1-(4-methoxybenzyl)-6-((1-((2-methylbut-3-en-2-yl)sulfonyl)cyclopropyl)methyl)-7-oxo-4,5,6,7-tetrahydro-1H-pyrazolo[3,4-c]pyridine-3-carboxylate COC1=CC=C(CN2N=C(C3=C2C(N(CC3)CC3(CC3)S(=O)(=O)C(C)(C=C)C)=O)C(=O)OCC)C=C1